[C].[K].[Al].[Mg] magnesium aluminum potassium carbon